tert-Butyl (3S)-3-[({[(2S,5R)-6-hydroxy-7-oxo-1,6-diazabicyclo[3.2.1]oct-2-yl]carbonyl}amino)oxy]pyrrolidine-1-carboxylate ON1[C@@H]2CC[C@H](N(C1=O)C2)C(=O)NO[C@@H]2CN(CC2)C(=O)OC(C)(C)C